C(C)(C)(C)C=1SC(=C(N1)C=1C(N(C=CC1)NS(=O)(=O)C1=C(C=CC=C1F)F)=O)C1=NC(=NC=C1)Cl N-(3-(2-(tert-Butyl)-5-(2-chloropyrimidin-4-yl)thiazol-4-yl)-2-oxopyridin-1(2H)-yl)-2,6-difluorobenzenesulfonamide